pentafluorophenyl-4-nitrobenzenesulfonate FC1=C(C(=C(C(=C1C1=C(C=CC(=C1)[N+](=O)[O-])S(=O)(=O)[O-])F)F)F)F